6-fluoro-4-oxo-7-(3H-[1,2,3]triazolo[4,5-b]pyridin-3-yloxy)-N-[(2S)-1,1,1-trifluorobutan-2-yl]-1-(2,4,6-trifluorophenyl)-1,4-dihydro-1,8-naphthyridine-3-carboxamide FC=1C=C2C(C(=CN(C2=NC1ON1N=NC=2C1=NC=CC2)C2=C(C=C(C=C2F)F)F)C(=O)N[C@H](C(F)(F)F)CC)=O